CN1C(N(C2(C1)CCCC2)C=2C=C(C1=C(N=C(N=C1)SC)N2)C#C[Si](C(C)C)(C(C)C)C(C)C)=O 3-methyl-1-[2-(methylsulfanyl)-5-[2-(triisopropylsilyl)ethynyl]pyrido[2,3-d]pyrimidin-7-yl]-1,3-diazaspiro[4.4]nonan-2-one